(S)-1-(1-(4-(benzo[d]thiazol-7-yl)phenyl)-2-hydroxyethyl)-3-(2-ethynyl-thiazol-4-yl)urea S1C=NC2=C1C(=CC=C2)C2=CC=C(C=C2)[C@@H](CO)NC(=O)NC=2N=C(SC2)C#C